ClC1=CC(=NC=N1)C1=CC=2N(C=C1)C=NN2 7-(6-chloropyrimidin-4-yl)-[1,2,4]triazolo[4,3-a]pyridine